C(CCC)(=O)OC=CCCCCCC octen-1-yl butanoate